OC[C@@H](C)NC(OCC1=CC=CC=C1)=O benzyl (1R)-2-hydroxy-1-methylethylcarbamate